OCCN(C)C[C@H]1CN(CC1)C(=O)OC(C)(C)C tert-butyl (S)-3-(((2-hydroxy-ethyl)(methyl)amino)methyl)pyrrolidine-1-carboxylate